2-(4-(5-chloro-6-(4-(3-methyloxetan-3-yl)piperazin-1-yl)-1H-indazol-1-yl)-1H-pyrazol-1-yl)cyclopropane-1-carbonitrile ClC=1C=C2C=NN(C2=CC1N1CCN(CC1)C1(COC1)C)C=1C=NN(C1)C1C(C1)C#N